CC1=NOC(=C1C=1C=C(C=CC1OCCNCCOC)NC(=O)C1CC1)C N-[3-(3,5-dimethylisoxazol-4-yl)-4-[2-(2-methoxyethylamino)ethoxy]phenyl]cyclopropanecarboxamide